4-(1,3,3a,4,7,7a-Hexahydro-1,3-dioxo-4,7-methano-2H-isoindol-2-yl)-N-8-quinolinyl-Benzamide O=C1N(C(C2C3C=CC(C12)C3)=O)C3=CC=C(C(=O)NC=1C=CC=C2C=CC=NC12)C=C3